2-(2-ethoxy)-ethoxyethyl-guanidine hydrochloride Cl.CCOCCOCCNC(=N)N